BrC1=C(N=CS1)C(CN)OC 2-(5-bromothiazol-4-yl)-2-methoxyethan-1-amine